[Si](C)(C)(C(C)(C)C)OCCOC1=CC(=NC=C1)C(C)C 4-(2-((tert-butyldimethylsilyl)oxy)ethoxy)-2-isopropylpyridine